FC=1C=C(C=NC1O)B(O)O 5-FLUORO-6-HYDROXYPYRIDIN-3-YLBORONIC ACID